BrC=1C=C2C(CCC3(C2=CC1)C(C3)C)=O (cis)-6'-bromo-2-methyl-2',3'-dihydro-4'H-spiro[cyclopropane-1,1'-naphthalen]-4'-one